acrylic acid 2-methoxyethyl ester COCCOC(C=C)=O